C(C)(C)(C)OC(=O)N1CCC(CC1)(CC=O)F.FC1=C(C(=C(C(=C1[B-](C1=C(C(=C(C(=C1F)F)F)F)F)(C1=C(C(=C(C(=C1F)F)F)F)F)C1=C(C(=C(C(=C1F)F)F)F)F)F)F)F)F.C1(=CC=CC=C1)[C+](C1=CC=CC=C1)C1=CC=CC=C1 triphenylmethylium tetrakis(pentafluorophenyl)borate tert-Butyl-4-fluoro-4-(2-oxoethyl)piperidine-1-carboxylate